2-(2,6-dioxo-3-piperidinyl)-1,3-dioxo-isoindoline O=C1NC(CCC1N1C(C2=CC=CC=C2C1=O)=O)=O